2-Fluoro-5-((6-((1-oxo-1,3-dihydroisobenzofuran-5-yl)methyl)-5,6,7,8-tetrahydropyrido[4,3-d]pyrimidin-2-yl)amino)benzonitril FC1=C(C#N)C=C(C=C1)NC=1N=CC2=C(N1)CCN(C2)CC=2C=C1COC(C1=CC2)=O